FC=1C(=C(C(=O)O)C=CC1F)NC1=C(C=C(C=C1)I)F 3,4-difluoro-2-(2-fluoro-4-iodoanilino)benzoic acid